IC1=CC(=C(C=C1OC)CCNCC1=C(C=CC=C1)OC)OC 2-(4-iodo-2,5-dimethoxyphenyl)-N-((2-methoxyphenyl)methyl)ethylamine